ClC1=CC=C(C=N1)CN(C1=CC(OC1)=O)CC1=C(C=CC=C1F)F 4-{[(6-chloropyrid-3-yl)methyl](2,6-difluorobenzyl)amino}furan-2(5H)-one